C(C)(C)(C)OC(=O)N1CCC(CC1)N1CCC(CC1)OC1=C2CCCN(C2=CC=C1)C1C(NC(CC1)=O)=O 4-[4-[[1-(2,6-dioxo-3-piperidyl)-3,4-dihydro-2H-quinolin-5-yl]oxy]-1-piperidyl]piperidine-1-carboxylic acid tert-butyl ester